3-aza-tricyclo[4.2.1.0(2,5)]nonane-7-en-4-one C12C3NC(C3C(C=C1)C2)=O